{[1-(1-benzofuran-6-sulfonyl)-5-(2-fluoropyridin-3-yl)-1H-pyrrol-3-yl]methyl}(methyl)amine fumarate C(\C=C\C(=O)O)(=O)O.O1C=CC2=C1C=C(C=C2)S(=O)(=O)N2C=C(C=C2C=2C(=NC=CC2)F)CNC